1,4-benzendithiol C1(=CC=C(C=C1)S)S